3-Bromo-1-(2-fluoroethyl)-1H-pyrazolo[3,4-d]pyrimidin-4-ylamine BrC1=NN(C2=NC=NC(=C21)N)CCF